C(C)(C)(C)OC(NC1CCN(CC1)C1CCC2=CC(=CC=C12)N1C(=NC=2C1=NC(=CC2)N2N=CC=C2)C=2C(=NC=CC2)N)=O.C(=C)[SiH2]C(OC)OC Vinyl-dimethoxymethyl-silane tert-butyl-N-(1-{5-[2-(2-aminopyridin-3-yl)-5-(pyrazol-1-yl)imidazo[4,5-b]pyridin-3-yl]-2,3-dihydro-1H-inden-1-yl}piperidin-4-yl)carbamate